FC1=CC=C2C(=CNC2=C1)CCC1CNCC=2N=C(N=C(C21)N)C=2C=NC=C(C2)F (2-(6-fluoro-1H-indol-3-yl)ethyl)-2-(5-fluoropyridin-3-yl)-5,6,7,8-tetrahydropyrido[3,4-d]pyrimidin-4-amine